3-(2-{[1-methyl-1-(3-methylthio(2-pyridyl))ethyl]amino}pyrimidin-5-yl)benzamide CC(C)(C1=NC=CC=C1SC)NC1=NC=C(C=N1)C=1C=C(C(=O)N)C=CC1